(S)-1-(3-(6-chloro-7-fluoro-3-(1H-imidazol-1-yl)-5-methoxy-1-methyl-1H-indol-2-yl)-1H-1,2,4-triazol-5-yl)-N-(2-methoxyethyl)ethan-1-amine ClC1=C(C=C2C(=C(N(C2=C1F)C)C1=NNC(=N1)[C@H](C)NCCOC)N1C=NC=C1)OC